OC(CCCC(=O)[O-])CCCCCCCCCCC.[Na+] sodium 5-hydroxyhexadecanoate